BrC1=CC2=C(N=CN=C2OC)N(C1=O)C 6-bromo-4-methoxy-8-methylpyrido[2,3-d]pyrimidin-7(8H)-one